COC1=C(C=C(C=C1)CC(=O)O)CC=O [4-methoxy-3-(2-oxoethyl)phenyl]acetic acid